5-((5-(3-(2-(tert-butyl)pyridin-4-yl)cyclopentyl)-1H-pyrazol-3-yl)amino)-4-fluoro-2,3-dihydrobenzo[d]isothiazole 1,1-dioxide C(C)(C)(C)C1=NC=CC(=C1)C1CC(CC1)C1=CC(=NN1)NC=1C=CC2=C(CNS2(=O)=O)C1F